BrCC1=C(C(=C(C(=C1CBr)CBr)CBr)CBr)CBr hexakis(bromomethyl)-benzene